4,4'-(propane-1,1-diyl)diphenol C(CC)(C1=CC=C(C=C1)O)C1=CC=C(C=C1)O